ClC1=CC(=C2C(=N1)N(C=N2)[C@H]2[C@@H]([C@@H]([C@@]1(C[C@H]21)C(=O)NC)O)O)NCC2CC2 (1S,2R,3S,4R,5S)-4-(5-chloro-7-((cyclopropylmethyl)amino)-3H-imidazo[4,5-b]pyridin-3-yl)-2,3-dihydroxy-N-methylbicyclo[3.1.0]hexane-1-carboxamide